4-(5-(4-(5-isopropylpyridin-3-yl)phenyl)pyridin-3-yl)-7-methyl-8,9-dihydropyrido[3',2':4,5]pyrrolo[1,2-a]pyrazin-6(7H)-one C(C)(C)C=1C=C(C=NC1)C1=CC=C(C=C1)C=1C=C(C=NC1)C1=CC=NC2=C1C=C1N2CCN(C1=O)C